C(C)N(C1=CC=C2C=C3C(=NC2=C1)OC(C(=C3)C#N)=N)CC 8-(diethylamino)-2-imino-2H-pyrano[2,3-b]quinoline-3-carbonitrile